FC1=C(C=C2C(=NNC2=C1)I)OC 6-fluoro-3-iodo-5-methoxy-1H-indazole